Cl.Cl.NC1=C(C=C(C=C1)C(=O)N1CCOCC1)N1CCCCC1 (4-amino-3-(piperidin-1-yl)phenyl)(morpholinyl)methanone dihydrochloride